phosphoric acid tri(acryloyloxyethyl) ester C(C=C)(=O)OCCOP(OCCOC(C=C)=O)(OCCOC(C=C)=O)=O